NC1=NC=NC=C1CNC(=O)[C@H]1N(C[C@@H](C1)O)C([C@H](C(C)(C)C)N1N=NC(=C1)C1CC1)=O (2S,4r)-N-[(4-aminopyrimidin-5-yl)methyl]-1-[(2S)-2-(4-cyclopropyltriazol-1-yl)-3,3-dimethyl-butyryl]-4-hydroxy-pyrrolidine-2-carboxamide